FC=1C=C(C=C(C1)F)C(CC#CC#CC=1C=2N(C=CC1C(=O)N)N=CC2)(C=2C(N(C=CC2)C)=O)O 4-(6-(3,5-Difluorophenyl)-6-hydroxy-6-(1-methyl-2-oxo-1,2-dihydropyridin-3-yl)hex-1,3-diyn-1-yl)pyrazolo[1,5-a]pyridine-5-carboxamide